8-bromo-1,4,4,9-tetramethyl-4,5-dihydropyrido[2,3-e][1,2,4]triazolo[4,3-a]pyrazine BrC1=C(C2=C(NC(C=3N2C(=NN3)C)(C)C)N=C1)C